NC(C(=O)OC(CCCCCCCCCCC)=O)C.[Na] sodium lauroyl aminopropionate